(1s,4s)-4-((5-(imidazo[1,2-a]pyridin-6-yl)-4-methoxypyrrolo[2,1-f][1,2,4]triazin-2-yl)amino)-1-methylcyclohexan-1-ol N=1C=CN2C1C=CC(=C2)C=2C=CN1N=C(N=C(C12)OC)NC1CCC(CC1)(O)C